[Cl-].CN(CCC[N+](C)(C)C)C(C=C)=O [3-(methylacryloylamino)propyl]trimethylammonium chloride